4-chloro-N,2-dimethylaniline ClC1=CC(=C(NC)C=C1)C